N-[(6-Amino-2-pyridyl)sulfonyl]-6-(7-fluoro-1,3-benzodioxol-4-yl)-2-(2,4,6-trimethylphenoxy)pyridin-3-carboxamid NC1=CC=CC(=N1)S(=O)(=O)NC(=O)C=1C(=NC(=CC1)C1=CC=C(C=2OCOC21)F)OC2=C(C=C(C=C2C)C)C